The molecule is an ethyl 2-(methylamino)-1-phenylcyclohex-3-ene-1-carboxylate that is ent-dextilidine in which one of the methyl groups attached to the nitrogen is replaced by hydrogen. ent-Dextilidine is metabolised to (1R,2S)-nortilidine by the liver. It has a role as a drug metabolite and a NMDA receptor antagonist. It is an enantiomer of a (1S,2R)-nortilidine. CCOC(=O)[C@]1(CCC=C[C@@H]1NC)C2=CC=CC=C2